(cyclohexyloxy)-5-(dimethylsulfamoyl)-4-(8,8,8-trifluorooctylamino)benzoic acid C1(CCCCC1)OC1=C(C(=O)O)C=C(C(=C1)NCCCCCCCC(F)(F)F)S(N(C)C)(=O)=O